methyl (1S,3S,5S)-5-methyl-2-((4-((R)-1-phenylethoxy)benzoyl) glycyl)-2-azabicyclo[3.1.0]hexane-3-carboxylate C[C@@]12C[C@H](N([C@H]2C1)C(CNC(C1=CC=C(C=C1)O[C@H](C)C1=CC=CC=C1)=O)=O)C(=O)OC